O[C@@H]1CC[C@H](CC1)N1C=NC2=C(C1=N)C(=C(N2CC2=CC=C(C(=O)O)C=C2)C2=CC=CC=C2)C2=CC=CC=C2 4-((3-((trans)-4-Hydroxycyclohexyl)-4-imino-5,6-diphenyl-3,4-dihydro-7H-pyrrolo[2,3-d]pyrimidin-7-yl)methyl)benzoic acid